(4-Chlorophenyl)(4-fluorophenyl)methanol ClC1=CC=C(C=C1)C(O)C1=CC=C(C=C1)F